N-(3-hydroxy-2,6-dimethyl-phenyl)-2-(4-methylsulfonylanilino)thiazole-5-carboxamide OC=1C(=C(C(=CC1)C)NC(=O)C1=CN=C(S1)NC1=CC=C(C=C1)S(=O)(=O)C)C